OC=1C(=NC=C(C1C)OP(=O)(O)O)C 3-Hydroxy-Methyl-5-Phosphonooxy-Methyl-Pyridin